N-methyl-N-(2,3,4,5,6-pentahydroxyhexyl)-octanamide CN(C(CCCCCCC)=O)CC(C(C(C(CO)O)O)O)O